8-(2-fluorobenzyl)-[1,2,4]triazolo[4,3-a]pyrazine-6-carbonitrile FC1=C(CC=2C=3N(C=C(N2)C#N)C=NN3)C=CC=C1